N-(4-fluorophenyl)-2-[1-(oxetan-3-yl)-1,2,3,4-tetrahydroquinolin-6-yl]propanamide FC1=CC=C(C=C1)NC(C(C)C=1C=C2CCCN(C2=CC1)C1COC1)=O